4-Propoxybenzophenon C(CC)OC1=CC=C(C(=O)C2=CC=CC=C2)C=C1